ClC=1C(=C(N=NC1)N(S(=O)(=O)C)C)C(=O)NC1=CC=C(C=C1)S(=O)(=O)N1CCN(CC1)C1=NC(=CC(=N1)C#N)C chloro-N-(4-((4-(4-cyano-6-methylpyrimidin-2-yl)piperazin-1-yl)sulfonyl)phenyl)-3-(N-methylmethylsulfonamido)pyridazine-4-carboxamide